C(C)C1C=CC(O1)=O 5-ethyl-2(5H)furanone